1-(2-(4-(difluoromethyl)-1-p-toluenesulfonylpiperidin-2-yl)benzyl)-2-thiocarbonyl-1,2,3,5-tetrahydro-4H-pyrrolo[3,2-d]pyrimidin-4-one FC(C1CC(N(CC1)S(=O)(=O)C1=CC=C(C)C=C1)C1=C(CN2C(NC(C3=C2C=CN3)=O)=C=S)C=CC=C1)F